N1=C(C=CC2=CN=CC=C12)NC1=NC=C(C(=O)NC2CC(C2)C(=O)OC)C(=C1)NC1CC1 1-methyl (1R,3R)-3-(6-((1,6-naphthyridin-2-yl)amino)-4-(cyclopropylamino) nicotinamido)cyclobutane-1-carboxylate